NC1=NC(=C2NC(N(C2=N1)C(CO)(C)C)=O)Cl 2-amino-6-chloro-9-(1-hydroxy-2-methylpropan-2-yl)-7H-purin-8-one